S(N)(OC[C@@H]1OC(O[C@H]1C1=CN=C(S1)Cl)(C)C)(=O)=O ((4S,5R)-5-(2-chlorothiazol-5-yl)-2,2-dimethyl-1,3-dioxolan-4-yl)methyl sulfamate